1,7-nonadiene C=CCCCCC=CC